C(C1=CC=CC=C1)OC(=O)N1CCC(CC1)CN1CC2(CN(C2)C(=O)OC(C)(C)C)C1 tert-butyl 6-[(1-benzyloxycarbonyl-4-piperidyl)methyl]-2,6-diazaspiro[3.3]heptane-2-carboxylate